ClC=1C=C(C=C(C1)Cl)CCN1CC(NCC1)COC1=CC=C(C=C1)S(=O)(=O)C 1-[2-(3,5-dichlorophenyl)ethyl]-3-[(4-methylsulfonylphenoxy)methyl]piperazine